1,1-difluoro-4-phenyl-2,4-butandiol FC(C(CC(O)C1=CC=CC=C1)O)F